C(C)(C)(C)OC(=O)N1[C@@H](C[C@H](C1)C)C(NC1=NC(=CC=C1)Br)=O.C(C1=CC=CC=C1)SC1=CC=C(C=C1)NC([C@H](CC1=CC=CC=C1)NC(C1=NC=CC=C1)=O)=O (S)-N-(1-(4-(benzylsulfanyl)phenylamino)-1-oxo-3-phenylprop-2-yl)picolinamide (2S,4R)-tert-butyl-2-((6-bromopyridin-2-yl)carbamoyl)-4-methylpyrrolidine-1-carboxylate